2-Di-n-butylamino-8-di-n-pentylamino-4-methylspiro[5H-[1]benzopyrano[2,3-d]pyrimidine-5,1'(3'H)-isobenzofuran]-3'-On C(CCC)N(C=1N=C(C2=C(N1)OC1=C(C=CC(=C1)N(CCCCC)CCCCC)C21OC(C2=CC=CC=C12)=O)C)CCCC